CC1=NOC(=C1NC(O[C@H](C)C1=CC=CC=C1)=O)C1CCN(CC1)C1=CC=C(C=C1)C1(CC1)C1=NN=NN1 [(1R)-1-phenyl ethyl] N-[3-methyl-5-[1-[4-[1-(1H-tetrazol-5-yl)cyclopropyl]phenyl]-4-piperidyl]isoxazol-4-yl]carbamate